FC1(C(C12CCN(CC2)C(=O)OC(C)(C)C)C(N(C)OC)=O)F Tert-Butyl 1,1-difluoro-2-[methoxy(methyl)carbamoyl]-6-azaspiro[2.5]octane-6-carboxylate